C1(CCC1)N[C@@H]1CN(CC1)C=1N=C2C=CC(=NC2=CC1)C1=CC2=CN(N=C2C(=C1O)C)C 5-{6-[(3S)-3-(cyclobutylamino)pyrrolidin-1-yl]-1,5-naphthyridin-2-yl}-2,7-dimethylindazol-6-ol